5-bromo-N-{8-fluoro-2-methylimidazo[1,2-a]pyridin-6-yl}quinoline-8-carboxamide BrC1=C2C=CC=NC2=C(C=C1)C(=O)NC=1C=C(C=2N(C1)C=C(N2)C)F